trimethyl-p-benzenesulfonic acid CC=1C(=C(C=CC1S(=O)(=O)O)C)C